2-(3-Phenyl-1-oxoallyl)phenoxyacetic acid C1(=CC=CC=C1)C=CC(=O)C1=C(OCC(=O)O)C=CC=C1